O=C1NC(CCC1N1C(C2=CC(=C(C=C2C1)CN1CCN(CC1)C1=CC=C(C=C1)C1=CC=C2CN(C(C2=C1)=O)C(C(=O)NC=1SC=CN1)C1=C(C=CC(=C1)F)O)F)=O)=O 2-(6-(4-(4-((2-(2,6-dioxopiperidin-3-yl)-6-fluoro-1-oxoisoindolin-5-yl)methyl)piperazin-1-yl)phenyl)-1-oxoisoindolin-2-yl)-2-(5-fluoro-2-hydroxyphenyl)-N-(thiazol-2-yl)acetamide